C(C1=CC=CC=C1)(=O)NC1=CC=CC=C1 Benzanilid